C(C)(C)(C)OC(=O)NC=1C=NC(=NC1)C=1C=NN(C1C(=O)OC)C methyl 4-(5-((tert-butoxycarbonyl)amino)pyrimidin-2-yl)-1-methyl-1H-pyrazole-5-carboxylate